10Z-nonadecenoic acid CCCCCCCC/C=C\CCCCCCCCC(=O)O